CN1N=CC(=C1)C=1N=C(C=2N(C1)N=CC2)C=2C=NN(C2)C(CC)(CC)C 6-(1-methyl-1H-pyrazol-4-yl)-4-(1-(3-methylpent-3-yl)-1H-pyrazol-4-yl)pyrazolo[1,5-a]pyrazine